((4-hydroxypiperidin-4-yl)methyl)(imino)(methyl)-λ6-sulfanone OC1(CCNCC1)CS(=O)(C)=N